C(CCCCCCCCCCC)(=O)[O-].C(CCCCCCCCCCC)(=O)[O-].C(CCCCCCC)[Sn+2]CCCCCCCC dioctyltin Dilaurate